(S)-1-(4-chloro-3-fluoro-phenyl)-3-(oxetan-3-yl)-4-(4-(trifluoromethyl)-benzyl)piperazine-2,5-dione ClC1=C(C=C(C=C1)N1C([C@@H](N(C(C1)=O)CC1=CC=C(C=C1)C(F)(F)F)C1COC1)=O)F